BrC1=C2C(=CN=C1NC1CCC(CC1)N1C3C(CC1CC3)C(=O)O)OC(=C2)C#N 7-((1s,4s)-4-((4-bromo-2-cyanofuro[2,3-c]pyridin-5-yl)amino)cyclohexyl)-7-azabicyclo[2.2.1]heptane-2-carboxylic acid